CN(C(OC1=CC2=C(CN(C(O2)=O)C(C)C2=CC(=CC=C2)[N+](=O)[O-])C=C1)=O)C 3-(1-(3-nitrophenyl)ethyl)-2-oxo-3,4-dihydro-2H-benzo[e][1,3]oxazin-7-yl dimethylcarbamate